4-{[(3R)-3-aminopiperidin-1-yl]methyl}-N-{4-[4-(morpholin-4-yl)-7H-pyrrolo[2,3-d]pyrimidin-6-yl]phenyl}pyridine-2-sulfonamide N[C@H]1CN(CCC1)CC1=CC(=NC=C1)S(=O)(=O)NC1=CC=C(C=C1)C1=CC2=C(N=CN=C2N2CCOCC2)N1